FC1(CCC(CC1)/C=C/B1OC(C(O1)(C)C)(C)C)F (E)-2-(2-(4,4-difluorocyclohexyl)vinyl)-4,4,5,5-tetramethyl-1,3,2-dioxaborolane